ClC1=C(C(=O)NCC=2C=NC(=CC2)N2CC(NCC2)=O)C=CC=C1 2-chloro-N-((6-(3-oxopiperazin-1-yl)pyridin-3-yl)methyl)benzamide